1-[2-(4-cyclopropyl-6-methoxy-pyrimidin-5-yl)-5H-pyrrolo[3,2-d]pyrimidin-7-yl]-1-[4-[1-methyl-4-(trifluoromethyl)imidazol-2-yl]phenyl]ethanol C1(CC1)C1=NC=NC(=C1C=1N=CC2=C(N1)C(=CN2)C(C)(O)C2=CC=C(C=C2)C=2N(C=C(N2)C(F)(F)F)C)OC